ClC1=CC(=C(C=C1)C=1CSC2=CC(=CC=C2C1C1=CC=C(C=C1)O[C@@H]1CN(CC1)CCCF)O)OCC 3-(4-chloro-2-ethoxy-phenyl)-4-[4-[(3S)-1-(3-fluoropropyl)pyrrolidin-3-yl]oxyphenyl]-2H-thiochromen-7-ol